2-oxabicyclo[2.1.1]hexane-1-carboxylate C12(OCC(C1)C2)C(=O)[O-]